CC(=O)O.C1C[C@H](N(C1)C(=O)[C@@H]2CSSCCC(=O)N[C@H](C(=O)N[C@H](C(=O)N[C@H](C(=O)N[C@H](C(=O)N2)CC(=O)N)CCC(=O)N)CC3=CC=CC=C3)CC4=CC=C(C=C4)O)C(=O)N[C@H](CCCN=C(N)N)C(=O)NCC(=O)N.O.O.O The molecule is the trihydrate of the acetic acid salt of desmopressin. An antidiuretic, it increases urine concentration and decreases urine production, and is used to prevent and control excessive thirst, urination, and dehydration caused by injury, surgery, and certain medical conditions. It is also used in the diagnosis and treatment of cranial diabetes insipidus and in tests of renal function. It contains a desmopressin acetate (anhydrous).